p-methoxyphenylcarboxylate COC1=CC=C(C=C1)C(=O)[O-]